C(#N)C(CCC(=O)O)(C)SC(=S)SCC 4-cyano-4-(ethylsulfanylthiocarbonyl)sulfanylvaleric acid